(5-bromo-6-chloropyridin-3-yl)(4,4-difluoropiperidin-1-yl)methanone BrC=1C=C(C=NC1Cl)C(=O)N1CCC(CC1)(F)F